C(#N)C=1C=NN2C1C(=CC(=C2)C=2C=NN(C2)C)C=2C=CC(=NC2)N2C[C@@H]1C([C@@H]1C2)CNC(C2=CC(=NC=C2)C(F)(F)F)=O N-(((1R,5S,6s)-3-(5-(3-cyano-6-(1-methyl-1H-pyrazol-4-yl)pyrazolo[1,5-a]pyridin-4-yl)pyridin-2-yl)-3-azabicyclo[3.1.0]hexan-6-yl)methyl)-2-(trifluoromethyl)isonicotinamide